NC1=CC=C(C=C1)C1=C(C=CC(=C1)NC)NC (4-aminophenyl)-N,N'-dimethyl-1,4-benzenediamine